holmium aluminum oxygen [O].[Al].[Ho]